6-(2-(3-Cyclohexyl-5-cyclopropylisoxazol-4-yl)-7-azaspiro[3.5]non-1-en-7-yl)-1-methyl-1H-indol C1(CCCCC1)C1=NOC(=C1C1=CC2(C1)CCN(CC2)C2=CC=C1C=CN(C1=C2)C)C2CC2